1-(3-Acetylphenyl)-3-(3-(2-methoxyethyl)-2,4-dioxo-1-(2-(piperidin-1-yl)ethyl)-1,2,3,4-tetrahydroquinazolin-6-yl)urea C(C)(=O)C=1C=C(C=CC1)NC(=O)NC=1C=C2C(N(C(N(C2=CC1)CCN1CCCCC1)=O)CCOC)=O